4-(1-(3-chlorophenyl)-3-isobutyl-1H-pyrazolo[4,3-b]pyridine-5-carbonyl)-3,3-dimethylpiperazin-2-one ClC=1C=C(C=CC1)N1N=C(C2=NC(=CC=C21)C(=O)N2C(C(NCC2)=O)(C)C)CC(C)C